P(O)(O)(=O)N phosphoramidic acid